Maleimidocaproyl-hydroxyethyl-hydrazine C1(C=CC(N1CCCCCC(=O)N(N)CCO)=O)=O